hydroxyl-vinyl chloride OC=CCl